DL-α-difluoromethylornithine hydrochloride C(CC(C(F)F)(C(=O)O)N)CN.Cl